ClC1=C(N)C(=CC=C1Cl)C(F)(F)F 2,3-dichloro-6-(trifluoromethyl)aniline